FC1C(C1)N1C(C(=CC=C1)NC(=O)C1=CC2=CN(N=C2C=C1OC(C)C)[C@@]12CO[C@@](C1)(C2)C)=O racemic-Cis-N-(1-(2-fluorocyclopropyl)-2-oxo-1,2-dihydropyridin-3-yl)-6-isopropoxy-2-(1-methyl-2-oxabicyclo[2.1.1]hexan-4-yl)-2H-indazole-5-carboxamide